6-(2-(6-((3R,5R)-3-Amino-5-fluoropiperidine-1-carbonyl)-4-methoxy-3-methylbenzo[b]thiophen-2-yl)-1-(cyclopropylmethyl)-1H-pyrrolo[2,3-b]pyridin-6-yl)isoindolin-1-one N[C@H]1CN(C[C@@H](C1)F)C(=O)C=1C=C(C2=C(SC(=C2C)C2=CC=3C(=NC(=CC3)C3=CC=C4CNC(C4=C3)=O)N2CC2CC2)C1)OC